1-(pyrimidin-5-ylmethyl)-3-(phenylethynyl)-4-(4-(trifluoromethyl)phenyl)-1H-pyrrole-2,5-dione N1=CN=CC(=C1)CN1C(C(=C(C1=O)C1=CC=C(C=C1)C(F)(F)F)C#CC1=CC=CC=C1)=O